3-chloro-N-(2-chloro-4-((1,3-dihydro-2H-benzo[d]imidazol-2-ylidene)amino)phenyl)-4-((1,3-dihydro-2H-benzo[d]imidazol-2-ylidene)amino)benzamide ClC=1C=C(C(=O)NC2=C(C=C(C=C2)N=C2NC3=C(N2)C=CC=C3)Cl)C=CC1N=C1NC3=C(N1)C=CC=C3